4-hydroxy-N-[4-methoxy-1-methyl-7-(1-methyl-1H-pyrazol-4-yl)-1H-1,3-benzodiazol-2-yl]-4-methylpiperidine-1-carboxamide OC1(CCN(CC1)C(=O)NC1=NC2=C(N1C)C(=CC=C2OC)C=2C=NN(C2)C)C